C1(CCCCC1)NCC1=C(C=CC=C1)C1=CC(=C(C=C1F)N1C[C@@H](N([C@@H](C1)C)C)C)NC(C1=CN=C(C=C1C(F)(F)F)OC)=O N-(2'-((cyclohexylamino)methyl)-6-fluoro-4-((3S,5R)-3,4,5-trimethylpiperazin-1-yl)-[1,1'-biphenyl]-3-yl)-6-methoxy-4-(trifluoromethyl)nicotinamide